ClCC(=O)N(C)CC(CO)O 2-Chloro-N-(2,3-dihydroxypropyl)-N-methylacetamide